ClC(=O)[C@H]1N(CCC1)C(=O)OC(C)(C)C tert-butyl (S)-2-(chlorocarbonyl)pyrrolidine-1-carboxylate